3-((2S)-3-(8-(2-cyano-5-methylphenylsulfonyl)-1-oxa-8-azaspiro[4.5]decan-3-ylamino)-2-hydroxypropoxy)-N-methylbenzenesulfonamide C(#N)C1=C(C=C(C=C1)C)S(=O)(=O)N1CCC2(CC(CO2)NC[C@@H](COC=2C=C(C=CC2)S(=O)(=O)NC)O)CC1